2-(2,6-Dioxopiperidin-3-yl)-5-(4-(4-hydroxybutyl)piperidin-1-yl)isoindoline-1,3-dione O=C1NC(CCC1N1C(C2=CC=C(C=C2C1=O)N1CCC(CC1)CCCCO)=O)=O